2-Morpholinoethyl (2S)-2-[[(2S)-2-amino-4-[5-[bis(2-chloroethyl)amino]-1-methyl-benzimidazol-2-yl]butanoyl]amino]-4-methyl-pentanoate dihydrochloride Cl.Cl.N[C@H](C(=O)N[C@H](C(=O)OCCN1CCOCC1)CC(C)C)CCC1=NC2=C(N1C)C=CC(=C2)N(CCCl)CCCl